CC1=CC(=NN1C1OCCCC1)C1=CN=C2N1N=C(C=C2)NC21CCC(CC2)(CC1)C(=O)OC methyl 4-((3-(5-methyl-1-(tetrahydro-2H-pyran-2-yl)-1H-pyrazol-3-yl)imidazo[1,2-b]pyridazin-6-yl)amino)bicyclo[2.2.2]octane-1-carboxylate